N-(cyanomethyl)-4-(2-((1-((1R,3r,5S)-8-(cyclopropanecarbonyl)-8-azabicyclo[3.2.1]octan-3-yl)-1H-pyrazol-4-yl)amino)-5-methylpyrimidin-4-yl)benzamide C(#N)CNC(C1=CC=C(C=C1)C1=NC(=NC=C1C)NC=1C=NN(C1)C1C[C@H]2CC[C@@H](C1)N2C(=O)C2CC2)=O